tert-butyl 7-(4-fluorobenzyl)-6-(hydroxymethyl)-2,3-dihydro-1H-pyrido[2,3-b][1,4]oxazine-1-carboxylate FC1=CC=C(CC2=CC3=C(OCCN3C(=O)OC(C)(C)C)N=C2CO)C=C1